C1(CCCCC1)CCC(=O)OC(CSCCC(CCC(CCC(CCCCC)CCOC(CCC1CCCCC1)=O)=O)CCCCC)CCCC 1-((9-(2-((3-Cyclohexylpropanoyl)oxy)ethyl)-6-oxo-3-pentyltetradecyl)thio)-hexan-2-yl 3-cyclohexylpropanoate